CC=CCOC(=O)NC=1C=C2C(=CNC2=CC1)C1CCNCC1 5-(2-buten-4-yloxy)carbonylamino-3-(piperidin-4-yl)-1H-indole